difluoroethyl Acetate (difluoroethyl acetate) FC(CCC(=O)O)F.C(C)(=O)OCC(F)F